O1CCN(CC1)C=1C2=C(N=C(N1)N/N=C/C=1C=C(C=CC1)C)C=C(N2)C(=O)NC=2C=NC=CC2 4-morpholino-2-[(2E)-2-(m-tolylmethylene)hydrazino]-N-(3-pyridyl)-5H-pyrrolo[3,2-d]pyrimidine-6-carboxamide